ClC1=NC=C(C(=N1)OC1=NC=2C=CC3=C(C2N=C1)C1=C(S3)C(N[C@@H](CN1)C)=O)CS(=O)(=O)C1CC1 (R)-3-((2-chloro-5-((cyclopropylsulfonyl)methyl)pyrimidin-4-yl)oxy)-10-methyl-9,10,11,12-tetrahydro-8H-[1,4]diazepino[5',6':4,5]thieno[3,2-f]quinoxalin-8-one